C(C)(C)C1=C(C(=CC(=C1)C(C)C)C(C)C)S(=O)(=O)OC1=NC(=NC2=CC(=C(C=C12)C1(CCOCC1)OC)C1CC1)C 7-Cyclopropyl-6-(4-methoxytetrahydro-2H-pyran-4-yl)-2-methylquinazolin-4-yl 2,4,6-triisopropylbenzenesulfonate